2-butyldodecyl acrylate C(C=C)(=O)OCC(CCCCCCCCCC)CCCC